4-(2-(4-Fluorophenyl)-1H-pyrrolo[2,3-b]pyridin-5-yl)-N-(2,2,2-trifluoroethyl)picolinamide FC1=CC=C(C=C1)C1=CC=2C(=NC=C(C2)C2=CC(=NC=C2)C(=O)NCC(F)(F)F)N1